N-(6-(1-cyclopropyl-1H-tetrazol-5-yl)pyridin-2-yl)-3-methoxy-1-(pyrazin-2-yl)-1H-pyrazole-4-carboxamide C1(CC1)N1N=NN=C1C1=CC=CC(=N1)NC(=O)C=1C(=NN(C1)C1=NC=CN=C1)OC